OC(C)(C)C1CC(C1)=O 3-(2-hydroxypropan-2-yl)cyclobutanone